C1(CC1)CS(=O)(=O)NC=1C(=C(C=CC1)CC=1C(=C(C(=C(C(=O)N)C1)NC1=C(C=C(C=C1)I)F)F)F)F 5-[[3-(Cyclopropylmethylsulfonylamino)-2-fluorophenyl]methyl]-3,4-difluoro-2-(2-fluoro-4-iodoanilino)benzamide